Cl.CC1=C(C=CC=C1)O Methyl-phenol hydrochloride